BrC=1C=C(C=CC1)S(=O)[O-].[Na+] sodium 3-bromobenzenesulfinate